Ethyl (3R)-3-[7-(chloromethyl)-1-benzothiophen-5-yl]-3-(1,4-dimethyl-1H-benzotriazol-5-yl)propanoate ClCC1=CC(=CC=2C=CSC21)[C@@H](CC(=O)OCC)C2=C(C1=C(N(N=N1)C)C=C2)C